7-(2-(Tert-Butyldimethylsilanyloxy)ethyl)-2-(2,3-dichloro-6-methoxyphenyl)-7-azaspiro[3.5]nonane [Si](C)(C)(C(C)(C)C)OCCN1CCC2(CC(C2)C2=C(C(=CC=C2OC)Cl)Cl)CC1